N-((S)-3-amino-4-cyclohexyl-2-oxobutyl)-4-nitro-N-(((S)-tetrahydrofurane-2-yl)methyl)benzenesulfonamide N[C@H](C(CN(S(=O)(=O)C1=CC=C(C=C1)[N+](=O)[O-])C[C@H]1OCCC1)=O)CC1CCCCC1